1-(2-methyl-7-nitro-5-(thiazol-2-yl)-1H-indol-3-yl)ethan-1-one CC=1NC2=C(C=C(C=C2C1C(C)=O)C=1SC=CN1)[N+](=O)[O-]